C(=O)C(C)[C@H]1CC[C@H]2[C@@H]3CCC4=CCCC[C@]4(C)[C@H]3CC[C@]12C 20-formyl-pregn-4-ene